C(CCC(=O)C)(=O)OCC1=CC=C(C(=C1C(=O)[O-])[N+](=O)[O-])OC 6-(levulinyloxymethyl)-3-methoxy-2-nitrobenzoate